C1(CC1)CN1C(=CC=2C1=NC=CC2)[Sn](C)(C)C 1-(cyclopropylmethyl)-2-(trimethylstannanyl)-1H-pyrrolo[2,3-b]pyridine